n-Propyl senecioate C(C=C(C)C)(=O)OCCC